3-(α-methylbenzyl)salicylic acid CC(C1=CC=CC=C1)C1=C(C(C(=O)O)=CC=C1)O